N-((2-morpholinopyridin-3-yl)methyl)-5-((2-(trifluoromethyl)pyridin-3-yl)thio)-1H-imidazo[4,5-b]pyrazin-2-amine O1CCN(CC1)C1=NC=CC=C1CNC1=NC=2C(=NC=C(N2)SC=2C(=NC=CC2)C(F)(F)F)N1